BrC=1SC(=CN1)N1CCC2(OCCO2)CC1 8-(2-bromothiazol-5-yl)-1,4-dioxa-8-azaspiro[4.5]decane